N-[3-chloro-4-[4-[[2-(di-methylamino)acetyl]amino]piperidine-1-carbonyl]phenyl]-5-[6-(dimethylamino)-2,5-difluoro-3-pyridyl]-1-methyl-imidazole-2-carboxamide ClC=1C=C(C=CC1C(=O)N1CCC(CC1)NC(CN(C)C)=O)NC(=O)C=1N(C(=CN1)C=1C(=NC(=C(C1)F)N(C)C)F)C